CC1(OC2=C(C1)C=CC=C2O)C 2,2-dimethyl-2,3-dihydrobenzofuran-7-ol